ClC1=C(C(=CC(=N1)C(=O)O)NC1=CC2=C(N(C(N2C)=O)C)C=C1)C#N 6-chloro-5-cyano-4-[(1,3-dimethyl-2-oxo-benzoimidazol-5-yl)amino]pyridine-2-carboxylic acid